(S)-4-isopropoxy-1-methyl-5-(1-(1-phenylethyl)-1H-pyrazol-4-yl)pyridin-2(1H)-one C(C)(C)OC1=CC(N(C=C1C=1C=NN(C1)[C@@H](C)C1=CC=CC=C1)C)=O